FC1(CCN(CC1)C(=O)N)F difluoropiperidine-1-carboxamide